C[C@@H]1CC[C@H]2[C@@]13CC=C([C@@H](C3)C2(C)C)C 7-epi-alpha-cedrene